C(\C=C\C(=O)O)(=O)O.COC1=CC=C2NC=C(CCN(C)C)C2=C1 5-methoxy-N,N-dimethyltryptamine compound with fumaric acid